2-(9-(octadecan-9-yloxy)-9-oxononyl)malonic acid CCCCCCCCC(CCCCCCCCC)OC(CCCCCCCCC(C(=O)O)C(=O)O)=O